(1,1-dimethoxy)methylcyclopropane COC(OC)C1CC1